3-(4-propylphenyl)azetidine-1-carboxylic acid tert-butyl ester C(C)(C)(C)OC(=O)N1CC(C1)C1=CC=C(C=C1)CCC